(2S,4R)-2-tert-butoxycarbonylamino-4-cyanomethyl-glutaric acid dimethyl ester COC([C@H](C[C@@H](C(=O)OC)CC#N)NC(=O)OC(C)(C)C)=O